dodeca-2,5-diene CC=CCC=CCCCCCC